4-(6-(thiazol-5-yl)pyridin-2-yl)piperazine-1-carboxylic acid tert-butyl ester C(C)(C)(C)OC(=O)N1CCN(CC1)C1=NC(=CC=C1)C1=CN=CS1